ClC=1C=C(C=CC1Cl)C1=CSC2=C1C(N(C=C2)CC(=O)N2CC1C(C1C2)(F)F)=O 3-(3,4-dichlorophenyl)-5-(2-(6,6-difluoro-3-azabicyclo[3.1.0]hex-an-3-yl)-2-oxoethyl)thieno[3,2-c]pyridin-4(5H)-one